C1(CCCC1)NC=1SC(=C(N1)C)C1=NC(=NC=C1F)NC1=NC=2CCN(CC2C=C1)C(CO)=O 1-(2-((4-(2-(cyclopentylamino)-4-methylthiazol-5-yl)-5-fluoropyrimidin-2-yl)amino)-7,8-dihydro-1,6-naphthyridin-6(5H)-yl)-2-hydroxyethan-1-one